(S)-N-((R)-1-(4-carbamimidoylthiophen-2-yl)ethyl)-5-((4-phenoxybutanoyl)-glycyl)-5-azaspiro[2.4]heptane-6-carboxamide C(N)(=N)C=1C=C(SC1)[C@@H](C)NC(=O)[C@H]1N(CC2(CC2)C1)C(CNC(CCCOC1=CC=CC=C1)=O)=O